ClC1=CC2=C(C(=N1)COCC[Si](C)(C)C)C[C@@]1(C=NC3=NC=CC=C31)C2 (S)-3-chloro-1-((2-(trimethylsilyl)ethoxy)methyl)-5,7-dihydrospiro[cyclopenta[c]pyridine-6,3'-pyrrolo[2,3-b]pyridin]